COC(C(=O)N1CC2=C(CC1)N=C(S2)N2C1CN(CC2CC1)C(=O)OC(C)(C)C)C1(CCCC1)C tert-butyl 8-(5-(2-methoxy-2-(1-methylcyclopentyl)acetyl)-4,5,6,7-tetrahydrothiazolo[5,4-c]pyridin-2-yl)-3,8-diazabicyclo[3.2.1]octane-3-carboxylate